CC1=CC(=CC2=C1N=C(S2)NC(=O)C2CCNCC2)C N-(4,6-dimethylbenzo[d]thiazol-2-yl)piperidine-4-carboxamide